N-{[4-({[4-(methylsulfonyl)morpholin-2-yl]methyl}amino)-3-nitrophenyl]sulfonyl}-2-(1H-pyrrolo[2,3-b]pyridin-5-yloxy)benzamide CS(=O)(=O)N1CC(OCC1)CNC1=C(C=C(C=C1)S(=O)(=O)NC(C1=C(C=CC=C1)OC=1C=C2C(=NC1)NC=C2)=O)[N+](=O)[O-]